(2-(2-(4-chlorobenzoyl)phenyl)-4,5-dihydro-1H-imidazol-1-yl)(4-methylpiperazin-1-yl)methanone ClC1=CC=C(C(=O)C2=C(C=CC=C2)C=2N(CCN2)C(=O)N2CCN(CC2)C)C=C1